C(C=C)(=O)OCCCCOC(=O)OC1=CC=C(C(=O)OC2=C(C=C(C=C2)OC(C2=CC=C(C=C2)OC(=O)OCCCCOC(C=C)=O)=O)OC)C=C1 2-methoxybenzene-1,4-diyl bis[4-({[4-(acryloyloxy)butoxy]carbonyl}oxy)benzoate]